8-{bicyclo[1.1.1]pent-1-yl}-2-(methylsulfanyl)pyrido[2,3-d]pyrimidin-7-one C12(CC(C1)C2)N2C(C=CC1=C2N=C(N=C1)SC)=O